Methyl 4-((1H-pyrazol-1-yl) methyl)-3-bromo-2-fluorobenzoate N1(N=CC=C1)CC1=C(C(=C(C(=O)OC)C=C1)F)Br